ClC1=NC=C(C(=C1C1=NC2=C(N1)C=C(C(=C2)F)F)N2CCC(CC2)N)C2=CC(=CC(=C2)C)F 1-(2-chloro-3-(5,6-difluoro-1H-benzo[d]imidazol-2-yl)-5-(3-fluoro-5-methylphenyl)pyridin-4-yl)piperidin-4-amine